1-(5-(5-(benzyloxy)-6-(1,3-dioxolan-2-yl)pyridin-2-yl)pent-4-yn-1-yl)quinuclidin-1-ium trifluoromethanesulfonate FC(S(=O)(=O)[O-])(F)F.C(C1=CC=CC=C1)OC=1C=CC(=NC1C1OCCO1)C#CCCC[N+]12CCC(CC1)CC2